C(C(C)C)N1CCC(CC1)N1CCC(CC1)C=1C=C(C2=C(N(C(=N2)C=2C=C(C=3N(C2)N=CN3)OC)C)C1)C 6-(6-(1'-Isobutyl-[1,4'-bipiperidin]-4-yl)-1,4-dimethyl-1H-benzo[d]imidazol-2-yl)-8-methoxy-[1,2,4]triazolo[1,5-a]pyridin